C(C)(C)C1=C(C=CC=C1)C1(C(CCCC1)=O)N 2-(2-isopropylphenyl)-2-aminocyclohexanone